4-(9-phenyl-9H-carbazol-3-yl)phenylphosphine oxide C1(=CC=CC=C1)N1C2=CC=CC=C2C=2C=C(C=CC12)C1=CC=C(C=C1)[PH2]=O